6-[[5-[3-(difluoromethyl)-1,2,4-oxadiazol-5-yl]-4-[[(1S)-2-hydroxy-1-phenyl-ethyl]amino]pyrimidin-2-yl]amino]-3,4-dihydro-2H-isoquinolin-1-one FC(C1=NOC(=N1)C=1C(=NC(=NC1)NC=1C=C2CCNC(C2=CC1)=O)N[C@H](CO)C1=CC=CC=C1)F